N2-{[(9H-fluoren-9-yl)methoxy]carbonyl}-N6-(pyridine-3-carbonyl)-L-lysine C1=CC=CC=2C3=CC=CC=C3C(C12)COC(=O)N[C@@H](CCCCNC(=O)C=1C=NC=CC1)C(=O)O